1-(3-((4-((3,4-Dichlorophenyl)amino)-7-methoxyquinazolin-6-yl)oxy)azetidin-1-yl)prop-2-en-1-one trifluoroacetate FC(C(=O)O)(F)F.ClC=1C=C(C=CC1Cl)NC1=NC=NC2=CC(=C(C=C12)OC1CN(C1)C(C=C)=O)OC